1-[[2-(trimethylsilyl)ethoxy]methyl]imidazole-4-carbonitrile C[Si](CCOCN1C=NC(=C1)C#N)(C)C